C(#N)C1=CC(=C(COOC=2C(=NC=CC2)C2=CC=CC=C2CS2C(=CC3=C2N=CN3CC=3OCC3)C(=O)[O-])C=C1)F 4-(6-((4-cyano-2-fluorobenzyloxy)oxypyridin-2-yl)benzyl)-1-(oxetine-2-ylmethyl)-1H-thieno[2,3-d]imidazole-5-carboxylate